FC=1C=C(C=CC1C=1N=CNC(C1)=O)NC([C@H](C(C1=CC=CC=C1)C1=CC=CC=C1)NC(=O)C1=CC=NN1C)=O (S)-N-(1-((3-fluoro-4-(6-oxo-1,6-dihydropyrimidin-4-yl)phenyl)amino)-1-oxo-3,3-diphenylprop-2-yl)-1-methyl-1H-pyrazole-5-carboxamide